BrC=1C=C(C=CC1OC(F)(F)F)B(O)O (3-bromo-4-(trifluoromethoxy)phenyl)boronic acid